2-(4,5-dichloro-4'-fluoro-[1,1'-biphenyl]-3-yl)-2,2-difluoroacetic acid ClC1=C(C=C(C=C1Cl)C1=CC=C(C=C1)F)C(C(=O)O)(F)F